6-[2-(dimethylamino)ethoxy]pyridin-3-amine CN(CCOC1=CC=C(C=N1)N)C